Cl.O1C[C@@H](CC1)N (3R)-tetrahydrofuran-3-amine hydrochloride